FC(C=1C=C(C=NC1)NC(=O)C1=CC=C2CCNC2=C1)(F)F N-(5-(trifluoromethyl)pyridin-3-yl)indoline-6-carboxamide